C1(CC1)NC1=NC=2N(C(C=NC2C=N1)=O)C=1C=NC(=CC1)OC(F)F (cyclopropylamino)-8-(6-(difluoromethoxy)pyridin-3-yl)pteridin-7(8H)-one